1-(9-(4-Amino-5-(5-(difluoromethyl)pyrimidin-2-yl)-7-methyl-7H-pyrrolo[2,3-d]pyrimidin-6-yl)-3-azaspiro[5.5]undec-8-en-3-yl)prop-2-en-1-one lithium diisopropylaminobenzoate C(C)(C)N(C(C)C)C1=C(C(=O)[O-])C=CC=C1.[Li+].NC=1C2=C(N=CN1)N(C(=C2C2=NC=C(C=N2)C(F)F)C2=CCC1(CCN(CC1)C(C=C)=O)CC2)C